(2H)-thiophene S1CCC=C1